C(C)OC(=O)C=1OC(=CN1)C1=CC(=CC=C1)Cl 5-(3-Chlorophenyl)oxazole-2-carboxylic acid ethyl ester